1-{[6-(1H-Indol-1-yl)-1-methyl-3,4-dihydro-2-naphthalenyl]methyl}-3-azetidinecarboxylic acid N1(C=CC2=CC=CC=C12)C=1C=C2CCC(=C(C2=CC1)C)CN1CC(C1)C(=O)O